N(=[N+]=[N-])O mono-azido alcohol